2-Fluoroacetic acid methyl ester COC(CF)=O